COC=1C=CC(=C2CCC(C12)=O)CC=O 2-(7-methoxy-1-oxo-2,3-dihydro-1H-indene-4-yl)acetaldehyde